Cl(=O)(=O)O.Cl(=O)(=O)O.Cl(=O)(=O)O.Cl(=O)(=O)O.[Au+3] gold (III) tetrachloric acid